N-(5-(4-(tert-Butyldimethylsilanyloxy)cyclohex-1-en-1-yl)-3-(4-methoxybenzyl)-3H-imidazo[4,5-b]pyridin-2-yl)-2'-chloro-5'-methoxy-6-methyl-[4,4'-bipyridine]-3-carboxamide [Si](C)(C)(C(C)(C)C)OC1CC=C(CC1)C1=CC=C2C(=N1)N(C(=N2)NC(=O)C=2C=NC(=CC2C2=CC(=NC=C2OC)Cl)C)CC2=CC=C(C=C2)OC